ClC1=CC=C(C=C1)C1=NN(C[C@@H]1C1=CC=CC=C1)/C(/N(CCN(S(N)(=O)=O)C)C)=N/S(=O)(=O)C1=CC=C(C=C1)Cl (S,E)-3-(4-chlorophenyl)-N'-((4-chlorophenyl)sulfonyl)-N-methyl-N-(2-(methyl(sulfamoyl)amino)ethyl)-4-phenyl-4,5-dihydro-1H-pyrazole-1-carboximidamide